CC1=CC=C2C(NC(=NC2=C1)C1=NC=CC=C1)=O 7-methyl-2-(pyridin-2-yl)quinazolin-4(3H)-one